ClC1=NC(=NN1)S 5-chloro-3-mercapto-1,2,4-triazole